BrC=1C=C2C(=NC1)NC(C21CCCC1)=O 5'-Bromospiro[cyclopentane-1,3'-pyrrolo[2,3-b]pyridin]-2'(1'H)-one